NCCCOC=1C=CC(=C(C1)O)C1=NC(=NC(=N1)C1=C(C=C(C=C1)OCCCN)O)C1=CC=C(C=C1)OC 5-(3-aminopropoxy)-2-[4-[4-(3-aminopropoxy)-2-hydroxy-phenyl]-6-(4-methoxyphenyl)-1,3,5-triazin-2-yl]phenol